C(CCCCCCC)OCCC1=CC=C(C=C1)O 4-(2-(octyloxy)ethyl)phenol